ClC=1C=CC=C2C=C(NC12)C(=O)N1[C@@H]2CC([C@H]([C@H]1C(=O)N[C@H](C[C@H]1C(NCC1)=O)\C=C(/S(=O)(=O)C)\F)CC2)(F)F (1S,3S,4S)-2-(7-chloro-1H-indole-2-carbonyl)-5,5-difluoro-N-((R,Z)-4-fluoro-4-(methylsulfonyl)-1-((S)-2-oxopyrrolidin-3-yl)but-3-en-2-yl)-2-azabicyclo[2.2.2]octane-3-carboxamide